ClC1=C(C=C(C=2C3=C(NC12)CCN(C3C)C(=O)C3=NC=C(C=N3)OC)C(F)F)Cl (6,7-dichloro-9-(difluoromethyl)-1-methyl-1,3,4,5-tetrahydro-2H-pyrido[4,3-b]indol-2-yl)(5-methoxypyrimidin-2-yl)methanone